[Si](C)(C)(C(C)(C)C)OCC(CC=1C2(C3=CC=CC=C3C1)CCC(CC2)(C(=O)OC)NC2=CC(=CC=C2)Cl)CO methyl (1r,4r)-2'-[2-({[tert-butyl(dimethyl)silyl]oxy}methyl)-3-hydroxypropyl]-4-(3-chloroanilino)spiro[cyclohexane-1,1'-indene]-4-carboxylate